C(C)(C)(C)N1CC(C(CC1)=C(F)F)(C)C 1-(tert-butyl)3-methyl-4-(difluoromethylene)-3-methylpiperidine